ClC1=CC=C(N=N1)N1C(C[C@H]2[C@@H]1CN(CC2)CC)C(=O)[O-] |r| rac-(3aS,7aR)-1-(6-chloropyridazin-3-yl)-6-ethyl-3,3a,4,5,7,7a-hexahydro-2H-pyrrolo[2,3-c]pyridineAt